CC1CC(CC=2C3=CC=CC=C3NC12)N methyl-2,3,4,9-tetrahydro-1H-carbazol-3-amine